C12CN(CC2NC1)C=1C=NC2=CC=C(C=C2C1)C=1C(=NNC1)C1=NC(=CC=C1)C 3-(3,6-diazabicyclo[3.2.0]heptan-3-yl)-6-[3-(6-methyl-2-pyridyl)-1H-pyrazol-4-yl]quinoline